C(\C=C\C(=O)O)(=O)O.N1(CCC1)CCC1=NNC2=CC(=C(C=C12)OC)F 3-(2-(azetidin-1-yl)ethyl)-6-fluoro-5-methoxy-1H-indazole fumarate